bicyclo[1.1.1]pentane-1-carbaldehyde C12(CC(C1)C2)C=O